FC1=C(OC=2C=C(C=C(C2)F)[C@@H]2N(OCC2)C2=CC(=NC=N2)NC=2C(=CC(=C(C2)NC(C=C)=O)N2CCN(CC2)C)OC)C=C(C=C1)F (R)-N-(5-((6-(3-(3-(2,5-difluoro-phenoxy)-5-fluoro-phenyl)isoxazolidin-2-yl)pyrimidin-4-yl)amino)-4-methoxy-2-(4-methylpiperazin-1-yl)phenyl)-acrylamide